spiro[piperidine-4,4'-quinoline] N1=CCC2(C3=CC=CC=C13)CCNCC2